NC=1N=C2C=CC(=CC2=C2C=CC=CC12)C(=O)N(N(C1=NC=CC=N1)C)CC1=NC=C(C=C1)C(F)(F)F 6-amino-N'-methyl-N'-(pyrimidin-2-yl)-N-((5-(trifluoromethyl)pyridin-2-yl)methyl)phenanthridine-2-carbohydrazide